C(C)[Si](F)(F)CC diethyl-difluoro-silane